10-fluoro-2-methyl-5-carbonyl-1,2,4a,5,6,7-hexahydro-8-oxa-3,5a,9,13c-Tetrazanaphtho[3,2,1-de]anthracene-3(4H)-carboxylate FC1=CC=CC2=C3C=4N(CCOC4N=C12)C(C1CN(C(CN13)C)C(=O)[O-])=C=O